1-(4-(4-(4-chlorophenoxy)benzyl)piperazine-1-carbonyl)-1H-pyrazole-3-carboxylic acid ClC1=CC=C(OC2=CC=C(CN3CCN(CC3)C(=O)N3N=C(C=C3)C(=O)O)C=C2)C=C1